(R)-3-butyl-2-methyl-5-phenyl-2,3,4,5-tetrahydrobenzo[2,3]benzofuro[6,5-f][1,2,5]thiadiazepine-10-carboxylic acid 1,1-dioxide C(CCC)[C@H]1N(S(C2=C(N(C1)C1=CC=CC=C1)C=C1C(C3=C(O1)C=CC(=C3)C(=O)O)=C2)(=O)=O)C